N1CCC(CC1)CC1C(C2=CC=CC=C2C1)=O 2-(piperidin-4-ylmethyl)-2,3-dihydro-1H-inden-1-one